ClC(C(=O)NC1=NC=2C=CC=CC2C2=C1N=C(N2COCC[Si](C)(C)C)COCC)(Cl)Cl 2,2,2-trichloro-N-[2-(ethoxymethyl)-1-(2-trimethylsilylethoxymethyl)imidazo[4,5-c]quinolin-4-yl]acetamide